C(C1=CC=CC=C1)OC1=NC=NC(=C1)[Sn](C)(C)C 4-(benzyloxy)-6-(trimethylstannyl)pyrimidine